5-{7-[({4-[2-(dimethylamino)-1,3-thiazol-4-yl]phenyl}methyl)(ethyl)amino]-2,5-dimethylpyrazolo[1,5-a]pyrimidin-3-yl}-N,N,4-trimethylpyridin-2-amine CN(C=1SC=C(N1)C1=CC=C(C=C1)CN(C1=CC(=NC=2N1N=C(C2C=2C(=CC(=NC2)N(C)C)C)C)C)CC)C